2-formyl-3-methoxyphenyl (3R)-3-(2-formyl-3-hydroxyphenoxymethyl)piperidine-1-carboxylate C(=O)C1=C(OC[C@H]2CN(CCC2)C(=O)OC2=C(C(=CC=C2)OC)C=O)C=CC=C1O